3-(1,1-Difluoroethyl)azetidin FC(C)(F)C1CNC1